3-(bromomethyl)-8-methoxy-7-nitroquinoline BrCC=1C=NC2=C(C(=CC=C2C1)[N+](=O)[O-])OC